Cl.Cl.OCC1=NC2=C(N1CCC[C@H]1NCCC[C@@H]1O)C=CC=C2 (2R,3S)-2-(3-(2-(hydroxymethyl)-1H-benzo[d]imidazol-1-yl)propyl)piperidin-3-ol dihydrochloride